C(C)(=O)[O-].[Cu+2].C1(=CC=CC=C1)P([C-]1C=CC=C1)C1=CC=CC=C1.[C-]1(C=CC=C1)P(C1=CC=CC=C1)C1=CC=CC=C1.[Fe+2].C(C)(=O)[O-] [1,1'-bis(diphenylphosphino)ferrocene] copper acetate